N5-(2-((3-aminophenyl)amino)ethyl)-2-(furan-2-yl)-[1,2,4]triazolo[1,5-a][1,3,5]triazine-5,7-diamine NC=1C=C(C=CC1)NCCNC1=NC=2N(C(=N1)N)N=C(N2)C=2OC=CC2